(R)-6-(4-Fluorophenyl)-8-methoxy-2-methyl-N-(1-(2-(trifluoromethyl)pyrimidin-5-yl)ethyl)quinazolin-4-amine FC1=CC=C(C=C1)C=1C=C2C(=NC(=NC2=C(C1)OC)C)N[C@H](C)C=1C=NC(=NC1)C(F)(F)F